BrC1=C(C(=CC(=C1)OCOC)Cl)CCC=C 1-bromo-2-(but-3-en-1-yl)-3-chloro-5-(methoxymethoxy)benzene